OC1=C(C=C(C=O)C=C1C(F)(F)F)OC 4-hydroxy-3-methoxy-5-(trifluoromethyl)benzaldehyde